[(2R,3R,4S,5R)-3-benzoyloxy-4-fluoro-5-[6-[(1-methylcyclobutyl)amino]-2-(trifluoromethyl)purin-9-yl]tetrahydrofuran-2-yl]methyl benzoate C(C1=CC=CC=C1)(=O)OC[C@H]1O[C@H]([C@H]([C@@H]1OC(C1=CC=CC=C1)=O)F)N1C2=NC(=NC(=C2N=C1)NC1(CCC1)C)C(F)(F)F